C(CCCCCCCCCCCCCCCCC)C(C(=O)O)CC(=O)O Octadecylbutanedioic acid